C(C)(C)(C)OC(=O)C1C(C1)C 2-methylcyclopropane-1-carboxylic acid tert-butyl ester